CC=1C(=NN(C1C)COCC[Si](C)(C)C)C1=NC(=NC=C1C(F)(F)F)S(=O)C 2-[[4,5-dimethyl-3-[2-methylsulfinyl-5-(trifluoromethyl)pyrimidin-4-yl]pyrazol-1-yl]methoxy]ethyl-trimethyl-silane